(3-methyl-1H-indol-1-yl)pyrimidine-5-carboxylate CC1=CN(C2=CC=CC=C12)C1=NC=C(C=N1)C(=O)[O-]